N(=[N+]=[N-])CCCC[C@H](NC(C)=O)C(N[C@H](C(NCCOCCOCCOCCOCCC(N[C@H](C(N[C@H](C(NCCOCCOCCOCCOCCC(=O)OCC1=CC=CC=C1)=O)CCCCN=[N+]=[N-])=O)CCCCN=[N+]=[N-])=O)=O)CCCCN=[N+]=[N-])=O benzyl (4S,7S,26S,29S)-4,7,26,29-tetrakis(4-azidobutyl)-2,5,8,24,27,30-hexaoxo-12,15,18,21,34,37,40,43-octaoxa-3,6,9,25,28,31-hexaazahexatetracontan-46-oate